4-((4-chloro-5-fluoropyrrolo[2,3-d]pyrimidin-7-yl)methyl)phenyl-phosphonic acid diethyl ester C(C)OP(OCC)(=O)C1=CC=C(C=C1)CN1C=C(C2=C1N=CN=C2Cl)F